borazine Phosphate P(=O)(O)(O)O.N1BNBNB1